OC(C1CCN(CC1)C(=O)OC(C)(C)C)C1=C(C=C(C=C1)C(F)(F)F)OCC(F)(F)F tert-Butyl 4-[hydroxy-[2-(2,2,2-trifluoroethoxy)-4-(trifluoromethyl)phenyl]methyl]piperidine-1-carboxylate